3-triethoxysilylpropyldisulfide C(C)O[Si](CCCSSCCC[Si](OCC)(OCC)OCC)(OCC)OCC